C1(=CC=CC=C1)N(C(=O)OC=1C(=CC(=C(C1)SSC1=C(C=C(C(=C1)OC(N(C1=CC=CC=C1)C1=CC=CC=C1)=O)C)C)C)C)C1=CC=CC=C1 bis(5-diphenylcarbamoyloxy-2,4-dimethylphenyl) disulfide